ClC1=C(C=CC=C1)C(C(C(=O)OCC)CS(=O)C1=CC=CC=C1)O ethyl 3-(2-chlorophenyl)-3-hydroxy-2-((phenylsulphinyl)methyl)propanoate